C1(CC1)NC(=O)C=1C=CC2=C(OC[C@@H](C(N2C)=O)NC(=O)C=2N=C3SC=C(N3C2)C2=C(C=C(C=C2)F)F)C1 (S)-N-cyclopropyl-3-(3-(2,4-difluorophenyl)imidazo[2,1-b]thiazole-6-carboxamido)-5-methyl-4-Oxo-2,3,4,5-tetrahydrobenzo[b][1,4]oxazepine-8-formamide